C1(CC1)S(=O)(=O)N1N=CC(=C1)C1=NC=CC(=N1)NC1=NC=C(C(=C1)C=1C=NN(C1)C)C#CC=1C=NN(C1)C (1-(cyclopropylsulfonyl)-1H-pyrazol-4-yl)-N-(4-(1-methyl-1H-pyrazol-4-yl)-5-((1-methyl-1H-pyrazol-4-yl)ethynyl)pyridin-2-yl)pyrimidin-4-amine